Ethyl (1R,6S,7S,8S)-8-((2-(5-fluoro-1-trityl-1H-pyrazolo[3,4-b]pyridin-3-yl)pyrrolo[2,1-f][1,2,4]triazin-4-yl)amino)tricyclo[4.2.2.02,5]decane-7-carboxylate FC=1C=C2C(=NC1)N(N=C2C2=NN1C(C(=N2)N[C@@H]2[C@H]([C@@H]3C4CCC4[C@H]2CC3)C(=O)OCC)=CC=C1)C(C1=CC=CC=C1)(C1=CC=CC=C1)C1=CC=CC=C1